O1C(CCCC1)OCCC=1C=CC(=NC1)[Sn](C)(C)C 5-[2-(oxan-2-yloxy)ethyl]-2-(trimethylstannyl)pyridine